BrC=1C=C(C[C@]2(C[C@H](CC2)N(S(=O)(=O)C)CC2=CC=C(C=C2)OC)C(=O)N)C=CC1F (1R,3S)-1-(3-bromo-4-fluorobenzyl)-3-(N-(4-methoxybenzyl)methylsulfonamido)cyclopentane-1-carboxamide